tert-Amylperoxypivalat C(C)(C)(CC)CC(C(=O)O[O-])(C)C